5-(3-morpholino-5-((1-(tetrahydro-2H-pyran-4-yl)azetidin-3-yl)sulfonyl)phenyl)pyrimidin-2-amine O1CCN(CC1)C=1C=C(C=C(C1)S(=O)(=O)C1CN(C1)C1CCOCC1)C=1C=NC(=NC1)N